BrCCCOC1(C(=O)O)C(C=CC=C1)[N+](=O)[O-] 1-(3-bromopropoxy)-2-nitrobenzoic acid